methyl (1r,4R)-4-(3-chloroanilino)-5'-fluoro-2'-{(2R)-3-[(4-methoxyphenyl)methoxy]-2-methylpropyl}spiro[cyclohexane-1,1'-indene]-4-carboxylate ClC=1C=C(NC2(CCC3(C(=CC4=CC(=CC=C34)F)C[C@H](COCC3=CC=C(C=C3)OC)C)CC2)C(=O)OC)C=CC1